BrC=1C=C2C=NN(C2=CC1I)C 5-bromo-6-iodo-1-methyl-1H-indazole